2-(trifluoromethyl)-5H-thieno[2,3-C]pyran-4(7H)-one FC(C1=CC2=C(COCC2=O)S1)(F)F